O1CCN(CC1)C1=CC=C(C=C1)NC=1N=CC2=C(N1)C=CS2 N-(4-morpholinophenyl)thieno[3,2-d]pyrimidin-2-amine